NC=1SC(=CN1)C(=O)NC1=C(C=C(C(=C1)C(NC1=NC=C(C=C1)COC)=O)F)C 2-Amino-N-[4-fluoro-5-[[5-(methoxymethyl)pyridin-2-yl]carbamoyl]-2-methylphenyl]-1,3-thiazole-5-carboxamide